2-(4,4-difluoroazepan-1-yl)-N-(2-(N-(4-methoxybenzyl)-N-methylsulfamoyl)pyridin-4-yl)quinoline-3-carboxamide FC1(CCN(CCC1)C1=NC2=CC=CC=C2C=C1C(=O)NC1=CC(=NC=C1)S(N(C)CC1=CC=C(C=C1)OC)(=O)=O)F